C(\C=C/C=O)=O Malealdehyd